6-(4,5,6,7-tetrahydrooxazolo[4,5-c]pyridin-2-yl)pyrazolo[1,5-a]pyridin O1C(=NC=2CNCCC21)C=2C=CC=1N(C2)N=CC1